2-[(4-{6-[(4-chloro-2-fluorobenzyl)oxy]pyridin-2-yl}piperidin-1-yl)methyl]-1-[(1-methylpiperidin-2-yl)methyl]-1H-benzimidazole-6-carboxylic acid ClC1=CC(=C(COC2=CC=CC(=N2)C2CCN(CC2)CC2=NC3=C(N2CC2N(CCCC2)C)C=C(C=C3)C(=O)O)C=C1)F